2-((8S,14S,17R)-17-hydroxy-10,13-dimethyl-3-oxo-2,3,6,7,8,10,12,13,14,15,16,17-dodecahydro-1H-cyclopenta[a]phenanthren-17-yl)-2-oxoethyl 2-bromopropanoate BrC(C(=O)OCC(=O)[C@]1(CC[C@H]2[C@@H]3CCC4=CC(CCC4(C3=CCC12C)C)=O)O)C